FC(OC1=CC=C(C=C1)S(=O)(=O)N1[C@H]2CC(C[C@@H]1CC2)NCC2(COC2)F)F (1R,3r,5S)-8-((4-(Difluoromethoxy)phenyl)sulfonyl)-N-((3-fluorooxetan-3-yl)methyl)-8-azabicyclo[3.2.1]octan-3-amine